methyl (3S)-3-(5-(2,6-dimethylphenyl)pyridin-3-yl)-3-(4-methyl-2-(4-methyl-2-oxopyridin-1(2H)-yl)pentanamido)propanoate CC1=C(C(=CC=C1)C)C=1C=C(C=NC1)[C@H](CC(=O)OC)NC(C(CC(C)C)N1C(C=C(C=C1)C)=O)=O